C(C)(C)(CC)O[K] tert-pentoxypotassium